The molecule is a member of the class of quinolones that is 1,2,3,4-tetrahydroquinoline in which the hydrogens at positions 2 and 4 have been replaced by oxo groups. It is a quinolone, a cyclic ketone, an aromatic ketone and a delta-lactam. It derives from a 1,2,3,4-tetrahydroquinoline. C1C(=O)C2=CC=CC=C2NC1=O